FC1(OC2=C(O1)C=CC=C2C=2C(=CNC2)C#N)F 4-(2,2-difluoro-1,3-benzodioxol-4-yl)pyrrole-3-carbonitrile